1-(3-fluorobicyclo[1.1.1]pentan-1-yl)-4-((6-(2-fluorophenyl)pyridazin-3-yl)methyl)-1,4-dihydropyrazine-2,3-dione FC12CC(C1)(C2)N2C(C(N(C=C2)CC=2N=NC(=CC2)C2=C(C=CC=C2)F)=O)=O